BrCC1=C(C=CC=C1[N+](=O)[O-])F 2-(bromomethyl)-1-fluoro-3-nitrobenzene